C(C)S(=O)(=O)N1CCC(CC1)NC1=NC=C(C(=N1)C=1C=NC(=C(C1)F)OC(C)C)F N-(1-(ethylsulfonyl)piperidin-4-yl)-5-fluoro-4-(5-fluoro-6-isopropoxypyridin-3-yl)pyrimidin-2-amine